FC(C1=NN=C(O1)C1=CC=C(CN2N=NC(=C2)C=2C=C(C=CC2)N2CCN(CC2)C(CC)=O)C=C1)F 1-(4-(3-(1-(4-(5-(difluoromethyl)-1,3,4-oxadiazol-2-yl)benzyl)-1H-1,2,3-triazol-4-yl)phenyl)piperazin-1-yl)propan-1-one